C(C1=CC=CC=C1)OC1=C(N=CC2=C(C=C(C=C12)Cl)Br)C(=O)OC Methyl 4-(benzyloxy)-8-bromo-6-chloroisoquinoline-3-carboxylate